ClC1=CC2=C(C=N1)N(C(N2C2CCC(CC2)OC)=O)C 6-Chloro-1-(4-methoxycyclohexyl)-3-methyl-1,3-dihydro-2H-imidazo[4,5-c]pyridin-2-one